NC1=NC=CC2=C1N(C(N2[C@@H]2CNC[C@@H](C2)OC)=O)C2=CC=C(C=C2)OC2=CC=CC=C2 4-amino-1-((3s,5r)-5-methoxypiperidin-3-yl)-3-(4-phenoxyphenyl)-1,3-dihydro-2H-imidazo[4,5-c]pyridin-2-one